N-(4-(3-amino-1H-indazol-5-yl)pyridin-2-yl)-2-(3-methoxyphenyl)acetamide NC1=NNC2=CC=C(C=C12)C1=CC(=NC=C1)NC(CC1=CC(=CC=C1)OC)=O